1-((9-(2-(Octanoyloxy)ethyl)-6-oxo-3-pentyltetradecyl)thio)hexan-2-yl octanoate C(CCCCCCC)(=O)OC(CSCCC(CCC(CCC(CCCCC)CCOC(CCCCCCC)=O)=O)CCCCC)CCCC